(1S,5S,6S)-N-[2-[(methylamino)carbonyl]phenyl]-2-oxabicyclo-[3.1.0]hexane-6-carboxamide CNC(=O)C1=C(C=CC=C1)NC(=O)[C@H]1[C@@H]2CCO[C@H]12